FC1=C(C(=CC(=C1)C)O)C1=CC=C(N=N1)CC1CN(CCC1)C(=O)OC(C)(C)C tert-Butyl 3-((6-(2-fluoro-6-hydroxy-4-methylphenyl)pyridazin-3-yl)methyl)piperidine-1-carboxylate